ClC1=CC(=C(C(=C1)C)CC(=O)NC1(CCC2(OCCCO2)CC1)C(=O)OCCCO)C 3-hydroxypropyl 9-{[(4-chloro-2,6-dimethylphenyl) acetyl] amino}-1,5-dioxaspiro[5.5]undecane-9-carboxylate